C1(CC1)N1C(=NC2=C1C=C(C=C2F)C2=NC(=NC=C2)NC=2C=C(C(=CC2OC)N(C)CCN(C)C)N)C N4-(4-(1-cyclopropyl-4-fluoro-2-methyl-1H-benzo[d]imidazole-6-yl)pyrimidin-2-yl)-N1-(2-(dimethylamino)ethyl)-5-methoxy-N1-methylbenzene-1,2,4-triamine